6-[4-[Acetyl(cyclopropylmethyl)amino]-3-chloro-phenyl]-N-[(6-methyl-3-pyridyl)methyl]pyridine-3-carboxamide C(C)(=O)N(C1=C(C=C(C=C1)C1=CC=C(C=N1)C(=O)NCC=1C=NC(=CC1)C)Cl)CC1CC1